2,2-bis-(hydroxyl-trifluorosilyl-methyl)-1,3-bis-trifluorosilyl-propane OC(C(C[Si](F)(F)F)(C[Si](F)(F)F)C([Si](F)(F)F)O)[Si](F)(F)F